CC1=CC(=NC(=C1N1CCC(CC1)=O)C)NC1C(NC(CC1)=O)=O 3-((4,6-dimethyl-5-(4-oxopiperidin-1-yl)pyridin-2-yl)amino)piperidine-2,6-dione